COC1=CC=C(C(C2=CC=C(C=C2)OC)(C2=CC=CC=C2)OC[C@@H]2[C@H]([C@]([C@@H](O2)N2C=NC=3C(NC(C4=CC=CC=C4)=O)=NC=NC23)(O)F)O)C=C1 5'-O-(4,4'-Dimethoxytrityl)-N6-benzoyl-2'-fluoroadenosine